C1(=CC=C(C=C1)C(CC(=O)O)NC1=CC=CC=C1)C1=CC=CC=C1 3-([1,1'-biphenyl]-4-yl)-3-(phenylamino)propionic acid